C(C)(=O)N1CCC(CC1)N(C(=O)NC=1C(=NC(=CC1)C#N)OC)C1=C(C=CC=C1)C(C)C 1-(1-acetylpiperidin-4-yl)-3-(6-cyano-2-methoxypyridin-3-yl)-1-(2-isopropylphenyl)urea